oxooctanoate O=C(C(=O)[O-])CCCCCC